CC=1N(C=CN1)CCC1=NC=NC=N1 2-(2-methylimidazol-1-yl-ethyl)-s-triazine